The molecule is an amino trisaccharide consisting of beta-D-galactopyranose, beta-D-glucopyranose and 2-acetamido-2-deoxy-D-galactopyranose residues joined in sequence by (1->4) and (1->3) glycosidic bonds. It is an amino trisaccharide and a member of acetamides. It derives from a beta-lactose. CC(=O)N[C@@H]1[C@H]([C@H]([C@H](OC1O)CO)O)O[C@H]2[C@@H]([C@H]([C@@H]([C@H](O2)CO)O[C@H]3[C@@H]([C@H]([C@H]([C@H](O3)CO)O)O)O)O)O